N-Cyclopropyl-N-((4aS,6S)-1-(4-fluorophenyl)-4a-formyl-4,4a,5,6,7,8-hexahydro-1H-benzo[f]indazol-6-yl)-1-methyl-1H-imidazole-4-sulfonamide C1(CC1)N(S(=O)(=O)C=1N=CN(C1)C)[C@H]1CCC=2[C@](CC=3C=NN(C3C2)C2=CC=C(C=C2)F)(C1)C=O